OC=CN1C(CCC1)=O N-(2-hydroxyethenyl)-2-pyrrolidone